6-oxo-1,4-diazepane-1-carboxylate O=C1CNCCN(C1)C(=O)[O-]